FC1=C(C=CC(=C1)F)C1=NC(=CN2C1=NC(=C(C2=O)F)C)C2C[C@H](O[C@H](C2)C=2C=NN(C2)C)C 9-(2,4-difluorophenyl)-3-fluoro-2-methyl-7-((2R,6R)-2-methyl-6-(1-methyl-1H-pyrazol-4-yl)tetrahydro-2H-pyran-4-yl)-4H-pyrazino[1,2-a]pyrimidin-4-one